ClC1=CC2=C(C=N1)NC(N2[C@H]2C[C@@H](CC2)NC(OC(C)(C)C)=O)=O tert-Butyl ((1R,3R)-3-(6-chloro-2-oxo-2,3-dihydro-1H-imidazo[4,5-c]pyridin-1-yl)cyclopentyl)carbamate